BrC1=CC(=NC=C1)NC(CC1=CC(=CC=C1)F)=O N-(4-bromopyridin-2-yl)-2-(3-fluorophenyl)acetamide